C(CCC)N(CCO)CCO butylbis(2-hydroxyethyl)amine